C(C)OC(=O)C1=C(N=C(S1)NC1=NC(=CC(=N1)N(C1CCN(CC1)C)C)C1=CN=CO1)C 2-[[4-[N-Methyl-N-(N-methyl-4-piperidinyl)-amino]-6-(5-oxazolyl)-2-pyrimidinyl]amino]-4-methyl-5-thiazolecarboxylic acid ethyl ester